C(#N)[C@H](C[C@H]1C(NCC1)=O)NC([C@H](CC(C)C)NC(=O)C=1NC2=CC=C(C=C2C1)OC)=O N-[(2S)-1-({(1S)-1-cyano-2-[(3S)-2-oxopyrrolidin-3-yl]ethyl}amino)-4-methyl-1-oxopentan-2-yl]-5-methoxy-1H-indole-2-carboxamide